5-(4-fluorophenyl)-1-isopropyl-N-[5-[[6-[4-(oxetan-3-yl)piperazin-1-yl]-1,7-naphthyridin-4-yl]oxy]-2-pyridyl]-4-oxo-pyridine-3-carboxamide FC1=CC=C(C=C1)C=1C(C(=CN(C1)C(C)C)C(=O)NC1=NC=C(C=C1)OC1=CC=NC2=CN=C(C=C12)N1CCN(CC1)C1COC1)=O